(R)-N-(1-(3,5-dichlorophenyl)ethyl)-3-(pyridin-4-yl)-1,7-dihydroimidazo[4,5-f]indazole-6-carboxamide ClC=1C=C(C=C(C1)Cl)[C@@H](C)NC(=O)C=1NC2=C(C=C3C(=NNC3=C2)C2=CC=NC=C2)N1